(S)-((R)-1-(5-(4-tert-butoxy-4-oxobutanamido)pyridin-3-yl)-3-(3,4-dimethoxyphenyl)propyl) 1-(4-(acryloyloxy)-3,3-dimethyl-2-oxobutanoyl)piperidine-2-carboxylate C(C=C)(=O)OCC(C(C(=O)N1[C@@H](CCCC1)C(=O)O[C@H](CCC1=CC(=C(C=C1)OC)OC)C=1C=NC=C(C1)NC(CCC(=O)OC(C)(C)C)=O)=O)(C)C